C1(CC1)S(=O)(=N)C=1C=NC(=CC1)NN cyclopropyl(6-hydrazineylpyridin-3-yl)(imino)-λ6-sulfanone